(3aS,6S,6aR)-6-Amino-1-(7,8-dihydrofuro[3,2-e][1,3]benzothiazol-2-yl)hexahydrocyclopenta[d]imidazol-2(1H)-one N[C@H]1CC[C@H]2[C@@H]1N(C(N2)=O)C=2SC1=C(N2)C2=C(C=C1)OCC2